COC(\C=C\CC[C@@H](C(=O)NC=1C(N(C=CC1)CC(=O)NC1C2CC3CC(CC1C3)C2)=O)NC(=O)C2=C(N=NS2)CO)=O (S,E)-Methyl-6-(4-(hydroxymethyl)-1,2,3-thiadiazol-5-carboxamido)-7-(1-(2-(2-adamantylamino)-2-oxoethyl)-2-oxo-1,2-dihydropyridin-3-ylamino)-7-oxohept-2-enoat